C1(CCCC1)C1=NC=C(C(=N1)OC1=CC(=CC=C1)O)C(=O)N[C@@H](C)\C=C\S(=O)(=O)C (S,E)-2-cyclopentyl-4-(3-hydroxyphenoxy)-N-(4-(methylsulfonyl)but-3-en-2-yl)pyrimidine-5-carboxamide